N1=C(C=C2N1C=CC=C2)OS(=O)(=O)C(F)(F)F Pyrazolo[1,5-a]pyridin-2-yl-triflic acid